((2S*,4R*)-2-ethyl-7-fluorochroman-4-yl)methanesulfonamide C(C)[C@@H]1OC2=CC(=CC=C2[C@@H](C1)CS(=O)(=O)N)F |o1:2,10|